CC(C(C(=O)OCCC(=C(F)F)F)N1N=C(C=C1C(F)(F)F)C)C 3,4,4-trifluorobut-3-en-1-yl 3-methyl-2-(3-methyl-5-(trifluoromethyl)-1H-pyrazol-1-yl)butanoate